ClCCC(=C/C=C/C(=C)C)C (E)-8-chloro-2,6-dimethyl-1,5-octadienene